(spirobifluorenyl)(terphenyl) C12(C(=CC=C3C4=CC=CC=C4C=C13)C1=C(C=CC=C1)C=1C(=CC=CC1)C1=CC=CC=C1)C=CC=C1C3=CC=CC=C3C=C12